BrC1=CC=2N=CN=C(C2N=C1Cl)NC1=CC(=C(C=C1)OC=1C=NC=C(C1)F)C 7-bromo-6-chloro-N-(4-((5-fluoropyridin-3-yl)oxy)-3-methylphenyl)pyrido[3,2-d]pyrimidin-4-amine